O[C@H]1[C@@]2(CO[C@H]([C@@H]([C@H]1O)NC(C)=O)O2)COCCOCCOCCOCCOCC2=CC=CC=C2 N-[(1S,2R,3R,4R,5S)-2,3-dihydroxy-1-(15-phenyl-2,5,8,11,14-pentaoxapentadec-1-yl)-6,8-dioxabicyclo[3.2.1]oct-4-yl]acetamide